C(C)(=O)C1=C(C2=C(NC1=O)CCC2)C2=CC=CC=C2 3-acetyl-4-phenyl-1H,2H,5H,6H,7H-cyclopenta[b]pyridin-2-one